8-bromo-2-[1-[(3,3-difluorocyclobutyl)methyl]pyrazol-4-yl]-7-[(2-methyl-1H-benzimidazol-5-yl)oxy]quinoxaline BrC=1C(=CC=C2N=CC(=NC12)C=1C=NN(C1)CC1CC(C1)(F)F)OC1=CC2=C(NC(=N2)C)C=C1